(4-(4-(benzo[d]thiazol-5-ylamino)quinolin-6-yl)-3-fluorophenyl)(4-ethylpiperazin-1-yl)methanone S1C=NC2=C1C=CC(=C2)NC2=CC=NC1=CC=C(C=C21)C2=C(C=C(C=C2)C(=O)N2CCN(CC2)CC)F